C(C1=CC=CC=C1)N(CCC(=O)OCC)C=1SC(=C(N1)C1=CC=C(C=C1)C1=CC=C(C=C1)F)CC(C)C ethyl 3-(benzyl(4-(4'-fluorobiphenyl-4-yl)-5-isobutylthiazol-2-yl)amino)propanoate